(R)-N-(1-hydroxypropan-2-yl)-5-(piperazin-1-yl)picolinamide OC[C@@H](C)NC(C1=NC=C(C=C1)N1CCNCC1)=O